N1C(C(C2=CC=CC=C12)=C1C(NC2=CC=CC=C12)=O)=O [3,3'-biindolinylidene]-2,2'-dione